COC(=O)C1NCC(CC1)NC(=O)OC(C)(C)C 5-((tert-butoxycarbonyl)amino)piperidine-2-carboxylic acid methyl ester